5-[(3S)-2-(2,2-dimethylpropionyl)-1,2-oxazolidin-3-yl]pyridine-2-carbonitrile CC(C(=O)N1OCC[C@H]1C=1C=CC(=NC1)C#N)(C)C